O1CCC(CC1)CN1N=CC2=CC(=CC=C12)N 1-[(oxan-4-yl)methyl]-1H-indazol-5-amine